4-(6-azaspiro[2.5]oct-6-yl)nicotinamide C1CC12CCN(CC2)C2=CC=NC=C2C(=O)N